[[2-[(2S,5R)-5-methyl-2-(2-oxo-3,4-dihydro-1H-quinolin-6-yl)-1-piperidyl]-2-oxo-acetyl]amino]pyridine-3-carboxamide C[C@@H]1CC[C@H](N(C1)C(C(=O)NC1=NC=CC=C1C(=O)N)=O)C=1C=C2CCC(NC2=CC1)=O